2-(t-butyl) 3-methyl (1R,5R)-3-(2-(chloromethyl)allyl)-2-azabicyclo[3.1.0]hexane-2,3-dicarboxylate ClCC(CC1(N([C@@H]2C[C@@H]2C1)C(=O)OC(C)(C)C)C(=O)OC)=C